F[C@]1(CN(CC[C@H]1O)C1=NC=CC(=N1)NC1=CC=2C(=C(N=NC2C(C)C)N2[C@H](CC2)C)C=N1)C (3S,4R)-3-fluoro-1-(4-((1-isopropyl-4-((S)-2-methylazetidin-1-yl)pyrido[3,4-d]pyridazin-7-yl)amino)pyrimidin-2-yl)-3-methylpiperidin-4-ol